(R)-(1-(4-fluorophenyl)-6-((1-methyl-3-(trifluoromethyl)-1H-pyrazol-4-yl)sulfonyl)-4,4a,5,6,7,8-hexahydro-1H-pyrazolo[3,4-g]isoquinolin-4a-yl)(pyridin-2-yl)methanone FC1=CC=C(C=C1)N1N=CC2=C1C=C1CCN(C[C@]1(C2)C(=O)C2=NC=CC=C2)S(=O)(=O)C=2C(=NN(C2)C)C(F)(F)F